2-(1H-indole-3-carboxamido)ACETIC ACID N1C=C(C2=CC=CC=C12)C(=O)NCC(=O)O